OC1=C(C(=O)OCCN(CC)CC)C=CC=C1 2-(diethylamino)ethyl hydroxybenzoate